(E)-3-(6-fluoro-1H-indol-3-yl)-2-methyl-1-(3,4,5-trimethoxyphenyl)prop-2-en-1-one FC1=CC=C2C(=CNC2=C1)/C=C(/C(=O)C1=CC(=C(C(=C1)OC)OC)OC)\C